sodium 4-mercapto-butanesulfonate SCCCCS(=O)(=O)[O-].[Na+]